FC=1C(=NC=CC1C)[C@@H](CCOC)N1C[C@@H](N([C@@H](C1)C)C(C(C)C)=O)C(=O)NCC1=CC=C(C=C1)C1=C(C=CC(=C1)OC)F (2R,6R)-4-((R)-1-(3-fluoro-4-methylpyridin-2-yl)-3-methoxypropyl)-N-((2'-fluoro-5'-methoxy-[1,1'-biphenyl]-4-yl)methyl)-1-isobutyryl-6-methylpiperazine-2-carboxamide